BrC1=C(C(=CC(=C1)C1=NC2=CC=C3C(=C2C=2CCCCC12)C=NN3)Br)O 2,6-dibromo-4-(8,9,10,11-tetrahydro-3H-pyrazolo[4,3-a]phenanthridin-7-yl)phenol